2-[6-(4-Chloro-1H-pyrazol-1-yl)-3-(ethylsulfonyl)thieno[3,2-b]thiophen-2-yl]-3-methyl-6-(trifluoromethyl)-3H-imidazo[4,5-c]pyridine ClC=1C=NN(C1)C1=CSC2=C1SC(=C2S(=O)(=O)CC)C2=NC1=C(C=NC(=C1)C(F)(F)F)N2C